(R)-3-(5-(2-Benzyl-4-(methylsulfonyl)piperazin-1-yl)-3-chloro-1H-pyrazolo[3,4-c]pyridin-1-yl)-6-chloro-2-fluoro-5-(trifluoromethyl)phenol C(C1=CC=CC=C1)[C@H]1N(CCN(C1)S(=O)(=O)C)C=1C=C2C(=CN1)N(N=C2Cl)C=2C(=C(C(=C(C2)C(F)(F)F)Cl)O)F